The molecule is a 3beta-sterol that is 5alpha-cholest-8-en-3beta-ol carrying an additional methyl substituent at position 4alpha. It has a role as a human metabolite. It is a 3beta-sterol and a cholestanoid. C[C@H]1[C@@H]2CCC3=C([C@]2(CC[C@@H]1O)C)CC[C@]4([C@H]3CC[C@@H]4[C@H](C)CCCC(C)C)C